(R)-6-chloro-7-(2-(((3-methyl-pyridin-2-yl)oxy)methyl)pyrrolidin-1-yl)-4-oxo-1-phenyl-1,4-dihydro-quinoline-3-carboxylic acid ClC=1C=C2C(C(=CN(C2=CC1N1[C@H](CCC1)COC1=NC=CC=C1C)C1=CC=CC=C1)C(=O)O)=O